5-methyl-2-[1-(pyridin-2-ylmethyl)-1H-indole-3-carboxamido]benzoic acid CC=1C=CC(=C(C(=O)O)C1)NC(=O)C1=CN(C2=CC=CC=C12)CC1=NC=CC=C1